N-(3-((1s,3R)-3-(cyanomethyl)-1-(4-methyl-4H-1,2,4-triazol-3-yl)cyclobutyl)phenyl)-3-cyclopropyl-7-(((S)-3-methylpiperidin-1-yl)methyl)-1H-pyrrolo[3,2-b]pyridine-5-carboxamide C(#N)CC1CC(C1)(C1=NN=CN1C)C=1C=C(C=CC1)NC(=O)C1=CC(=C2C(=N1)C(=CN2)C2CC2)CN2C[C@H](CCC2)C